Racemic-1-((6-chloronaphthalen-2-yl)oxy)-3-(4-(2,5-dichlorophenyl)piperazin-1-yl)propan-2-ol ClC=1C=C2C=CC(=CC2=CC1)OC[C@@H](CN1CCN(CC1)C1=C(C=CC(=C1)Cl)Cl)O |r|